4-chloro-6-(2,6-dimethylphenyl)pyridine-2-amine ClC1=CC(=NC(=C1)C1=C(C=CC=C1C)C)N